CCCCCC=CC Oct-6-ene